(S,E)-N-((1,2,3,5,6,7-hexahydro-s-indacen-4-yl)carbamoyl)-2-(1-(4-methoxybenzyl)pyrrolidin-2-yl)ethen-1-sulfonamid C1CCC2=C(C=3CCCC3C=C12)NC(=O)NS(=O)(=O)\C=C\[C@H]1N(CCC1)CC1=CC=C(C=C1)OC